COC1=CC=C(CN(S(=O)(=O)C2=C(C=CC(=C2C=2N=NN(N2)CC2=CC=C(C=C2)OC)I)SC[C@@H](C)NC(OC(C)(C)C)=O)CC2=CC=C(C=C2)OC)C=C1 (R)-tert-butyl (1-((2-(N,N-bis(4-methoxybenzyl)sulfamoyl)-4-iodo-3-(2-(4-methoxy benzyl)-2H-tetrazol-5-yl)phenyl)thio)propan-2-yl)carbamate